(20Z,23Z)-10-(2-(dimethylamino)ethyl)nonacosa-20,23-dienoyl Chloride CN(CCC(CCCCCCCCC(=O)Cl)CCCCCCCCC\C=C/C\C=C/CCCCC)C